FC=1C=C(C=NC1F)C=1C=2N(C=C(C1)C=1C=NN(C1)C)N=CC2 4-(5,6-difluoropyridin-3-yl)-6-(1-methyl-1H-pyrazol-4-yl)pyrazolo[1,5-a]Pyridine